3-[2-[(E)-4-[3-(benzenesulfonamido)phenyl]-2-hydroxybut-3-enoxy]phenyl]propanoic acid C1(=CC=CC=C1)S(=O)(=O)NC=1C=C(C=CC1)/C=C/C(COC1=C(C=CC=C1)CCC(=O)O)O